ClC1=C(C=CC(=C1)Cl)[C@H](C)NC(=O)[C@]1(C=2C=CC=NC2[C@H](CC1)O)F (5S,8S)-N-((S)-1-(2,4-dichlorophenyl)ethyl)-5-fluoro-8-hydroxy-5,6,7,8-tetrahydroquinoline-5-carboxamide